tert-butyl N-[[2-fluoro-6-methoxy-4-(4,4,5,5-tetramethyl-1,3,2-dioxaborolan-2-yl)phenyl]methyl]-N-[[(2S)-5-oxopyrrolidin-2-yl]methyl]carbamate FC1=C(C(=CC(=C1)B1OC(C(O1)(C)C)(C)C)OC)CN(C(OC(C)(C)C)=O)C[C@H]1NC(CC1)=O